BrC1=CC(=C(C=C1OC)CC(=O)O)F (4-bromo-2-fluoro-5-methoxy-phenyl)acetic acid